C(#N)C=1C=C(C(=O)NC2=CC(=NC=C2)C(F)(F)F)C(=CN1)S(=O)(=O)C 2-cyano-5-(methylsulfonyl)-N-(2-(trifluoromethyl)pyridin-4-yl)isonicotinamide